ClC1=CC=C2C(=NC=3N(C2=C1)C=NN3)N(C3=CC(=CC=C3)C=3CCN(CC3)S(=O)(=O)C)C 8-chloro-N-methyl-N-(3-(1-(methylsulfonyl)-1,2,3,6-tetrahydropyridin-4-yl)phenyl)-[1,2,4]triazolo[4,3-a]quinazolin-5-amine